C(C1=CC=CC=C1)OC[C@H]1OC1 (2S)-2-(benzyloxymethyl)oxirane